FC(C1=NN=C(O1)C1=C(C=C(C=C1)CN1N=NC(=C1)C1=CC2=C(N=C(S2)N)C=C1)F)F 6-[1-[[4-[5-(Difluoromethyl)-1,3,4-oxadiazol-2-yl]-3-fluorophenyl]methyl]triazol-4-yl]-1,3-benzothiazol-2-amine